(2S)-2-amino-5-guanidino-N-(2-(1-(1-((1s,4R)-4-isopropylcyclohexyl)piperidin-4-yl)-2-oxoindolin-3-yl)ethyl)pentanamide N[C@H](C(=O)NCCC1C(N(C2=CC=CC=C12)C1CCN(CC1)C1CCC(CC1)C(C)C)=O)CCCNC(=N)N